3-(((5-chloro-3-nitropyridin-2-yl)amino)methyl)benzoic acid methyl ester COC(C1=CC(=CC=C1)CNC1=NC=C(C=C1[N+](=O)[O-])Cl)=O